NC1=NNC2=CC=C(C(=C12)C)C1=C(C=C(C=C1)S(=O)(=O)NC1CC(C1)(C(F)(F)F)O)Cl 4-(3-amino-4-methyl-1H-indazol-5-yl)-3-chloro-N-((1s,3s)-3-hydroxy-3-(trifluoromethyl)cyclobutyl)benzenesulfonamide